N-(3-ethynylphenyl)-6,7-bis(2-methoxyethoxy)-4-quinolinamine C(#C)C=1C=C(C=CC1)NC1=CC=NC2=CC(=C(C=C12)OCCOC)OCCOC